OB1OCC2=C1C=CC=C2CNC(=O)C2=CC=1C(=NC=CC1C=1C=NC=C(C1)C1=CC=C(C=C1)N1C(CCC1)=O)N2 N-((1-hydroxy-1,3-dihydrobenzo[c][1,2]oxaborol-4-yl)methyl)-4-(5-(4-(2-oxopyrrolidin-1-yl)phenyl)pyridin-3-yl)-1H-pyrrolo[2,3-b]pyridine-2-carboxamide